2-(6-{5-chloro-2-[(oxan-4-yl)amino]pyrimidin-4-yl}-1-oxo-2,3-dihydro-1H-isoindol-2-yl)-N-[2-(4-propoxyphenyl)propan-2-yl]acetamide ClC=1C(=NC(=NC1)NC1CCOCC1)C1=CC=C2CN(C(C2=C1)=O)CC(=O)NC(C)(C)C1=CC=C(C=C1)OCCC